N[C@H](C1CCN(CC1)C(=O)C=1C=C(C(NC1)=O)C#N)C1=C(C=C(C(=C1)Cl)C)O (R)-5-(4-(amino(5-chloro-2-hydroxy-4-methylphenyl)methyl)piperidine-1-carbonyl)-2-oxo-1,2-dihydro-pyridine-3-carbonitrile